C1=CC=CC=2N(CC3=C(C#CC21)C=CC=C3)C(CCC(=O)NCC(=O)NCC(=O)N[C@@H](C(C)C)C(=O)N[C@@H](C)C(=O)O)=O N-[4-(11,12-Didehydrodibenzo[b,f]azocin-5(6H)-yl)-4-oxobutanoyl]glycylglycyl-L-valyl-L-alanine